5-bromo-15,21-dimethyl-23-oxa-2,9,11,16,20,21,26-heptaazaheptacyclo[24.4.1.1^{1,28}.1^{13,17}.0^{2,10}.0^{3,8}.0^{18,22}]tritriaconta-3,5,7,9,13,15,17(33),18(22),19-nonaen-12-one BrC=1C=C2N3C45CCC(CN(CCOC=6N(N=CC6C=6N=C(C=C(C(NC3=NC2=CC1)=O)C6)C)C)C4)C5